C(C)(C)(C)OC(=O)N1CC(CC1)C1=CC(=C(C=C1)C=1N=C2SC3=C(N2C1)C=CC(=C3)C(NC3CCN(CC3)C)=O)F.[N+](=O)([O-])C=3C=C1C(=CNC1=CC3)C3(NC1=CC=CC=C1C3=O)C3=CC=CC=C3 2-(5-nitro-1H-indol-3-yl)-2-phenyl-indol-3-one tert-butyl-3-(3-fluoro-4-(7-((1-methylpiperidin-4-yl)carbamoyl)benzo[d]imidazo[2,1-b]thiazol-2-yl)phenyl)pyrrolidine-1-carboxylate